ClC1=C(NC=2NN(C3=CC(C=CC23)=N[C@H](C(=O)O)[C@@H](C)O)C)C=CC=C1C1=CC2=C(OCCO2)C=C1 (2S,3R)-2-((3-(2-chloro-3-(1,4-benzodioxan-6-yl)anilino)-1-methylindazol-6-ylidene)amino)-3-hydroxybutyric acid